ClC=1C=CC(=NC1)NC([C@H](C)N1C[C@H](CCC1)F)=O (S)-N-(5-chloropyridin-2-yl)-2-((S)-3-fluoropiperidin-1-yl)propanamide